N-[3-chloro-4-[4-[(3R)-pyrrolidine-3-carbonyl]piperazine-1-carbonyl]phenyl]-5-(2,3-difluoro-4-methoxy-phenyl)-1-methyl-imidazole-2-carboxamide formate C(=O)O.ClC=1C=C(C=CC1C(=O)N1CCN(CC1)C(=O)[C@H]1CNCC1)NC(=O)C=1N(C(=CN1)C1=C(C(=C(C=C1)OC)F)F)C